N-(4-{[6-(5-chloro-2-fluorophenyl)-3-[methyl(oxolan-3-yl)amino]-pyridazin-4-yl]amino}pyridin-2-yl)-3-(4-methylpiperazin-1-yl)propanamide ClC=1C=CC(=C(C1)C1=CC(=C(N=N1)N(C1COCC1)C)NC1=CC(=NC=C1)NC(CCN1CCN(CC1)C)=O)F